COC(C1=C(C(=C(C=C1)Cl)C=O)O)=O chloro-3-formyl-2-hydroxybenzoic acid methyl ester